C(CCCC\C=C/CCCCCCCCC)(=O)O (6Z)-Hexadec-6-enoic acid